(Z)-3-fluoro-4-(4-(4-(morpholinosulfonyl)phenyl)-6-(trifluoromethyl)-1H-benzo[d]imidazol-1-yl)but-2-en-1-amine F\C(=C/CN)\CN1C=NC2=C1C=C(C=C2C2=CC=C(C=C2)S(=O)(=O)N2CCOCC2)C(F)(F)F